2-amino-4,6-diisopropyloxybenzoic acid NC1=C(C(=O)O)C(=CC(=C1)OC(C)C)OC(C)C